O=C1NC(CCC1C1=NN(C2=CC(=CC=C12)C1CCN(CC1)CC1CCN(CC1)C(=O)OC(C)(C)C)C)=O tert-butyl 4-((4-(3-(2,6-dioxopiperidin-3-yl)-1-methyl-1H-indazol-6-yl)piperidin-1-yl)methyl)piperidine-1-carboxylate